NC=1C2=C(N(C(N1)=O)C1=C(C(=CC=C1)O[Si](C)(C)C(C)(C)C)C)N=C(C=C2)C2CC2 4-amino-1-(3-((tert-butyldimethylsilyl)oxy)-2-methylphenyl)-7-cyclopropylpyrido[2,3-d]pyrimidin-2(1H)-one